3-(1-oxo-5-(1-(2-(pyridin-4-yl)propan-2-yl)piperidin-4-yl)isoindolin-2-yl)piperidine-2,6-dione O=C1N(CC2=CC(=CC=C12)C1CCN(CC1)C(C)(C)C1=CC=NC=C1)C1C(NC(CC1)=O)=O